ClC=1C=C(C=CC1C)CC(NO)=N 2-(3-chloro-4-methylphenyl)-N-hydroxyacetimidamide